C(C)P(C(CC)CCCC)C(CC)CCCC ethyl-di-(3-heptyl)phosphine